C(CCC)[Si](C=1C=C(C(=C(C1)O)C1CCCC1)O)(C)C 5-(butyldimethylsilyl)-2-cyclopentylbenzene-1,3-diol